C1(=CC=CC=C1)N(C1=CC=C(C=C1)N(C1=CC=CC=C1)C1=CC(=CC(=C1)N(C1=CC=C(C=C1)N(C1=CC=CC=C1)C1=CC=CC=C1)C1=CC=CC=C1)N(C1=CC=C(C=C1)N(C1=CC=CC=C1)C1=CC=CC=C1)C1=CC=CC=C1)C1=CC=CC=C1 1,3,5-tris(N-[4-diphenylaminophenyl]-N-phenylamino)benzene